6-amino-5-(prop-1-yn-1-yl)pyridine-3-carbonitrile NC1=C(C=C(C=N1)C#N)C#CC